C(CC)C=1NC(C2=CC=CC=C2C1CCC)=O 3,4-dipropylisoquinolin-1(2H)-one